C(CC(O)(C(=O)O)CC(=O)O)(=O)O.[C@@H]1(OCCC2=CC=CC=C12)[C@]1(CN(CC1)C(C)(C)C=1C=CC(=NC1)C)CCC=1SC=CC1 |o1:13,23| 5-(2-((R or S)-3-((S or R)-isochroman-1-yl)-3-(2-(thiophen-2-yl)ethyl)pyrrolidin-1-yl)propan-2-yl)-2-methylpyridine citrate